FC(C1=CC=C(CN2C=NC3=C2C(=CC=C3)C(=O)O)C=C1)(F)F 1-(4-(trifluoromethyl)benzyl)-1H-benzo[d]imidazole-7-carboxylic acid